BrC1=C(C(=CC2=C1C[C@](O2)(C2=CC=CC=C2)C(CC=C)N[S@](=O)C(C)(C)C)F)Cl (R)-N-(1-((S)-4-bromo-5-chloro-6-fluoro-2-phenyl-2,3-dihydrobenzofuran-2-yl)but-3-en-1-yl)-2-methylpropan-2-sulfinamide